C1(CCC1)CNC(=O)C=1C=NC=NC1 N-(cyclobutylmethyl)pyrimidine-5-carboxamide